isopropyl-1,7,7-trimethylspiro[bicyclo[2.2.1]heptane-2,4'-[1,3]dioxane] C(C)(C)C1OCCC2(O1)C1(CCC(C2)C1(C)C)C